3-[6-[(2-methylimidazol-1-yl)methyl]-3-pyridyl]-5-(trifluoromethyl)-1,2,4-oxadiazole CC=1N(C=CN1)CC1=CC=C(C=N1)C1=NOC(=N1)C(F)(F)F